12,15-Dihydroxyheptacosanoic acid OC(CCCCCCCCCCC(=O)O)CCC(CCCCCCCCCCCC)O